methyl S-(((2S,3R)-6,6,6-trifluoro-3-(((3S)-5-(3-fluorophenyl)-9-methyl-2-oxo-2,3-dihydro-1H-1,4-benzodiazepin-3-yl)carbamoyl)-2-(3,3,3-trifluoropropyl) hexanoyl)amino)-L-cysteinate FC(CC[C@H]([C@@H](C(=O)NSC[C@H](N)C(=O)OC)CCC(F)(F)F)C(N[C@@H]1C(NC2=C(C(=N1)C1=CC(=CC=C1)F)C=CC=C2C)=O)=O)(F)F